6-chloro-2,4-dimethyl-4-(selenocyanatomethyl)isoquinoline-1,3(2H,4H)-dione ClC=1C=C2C(C(N(C(C2=CC1)=O)C)=O)(C[Se]C#N)C